C[C@@H]1NCCNC1 (S)-2-methylpiperazine